[Cl-].C1(=CC=CC=C1)P([C-]1C=CC=C1)C1=CC=CC=C1.[C-]1(C=CC=C1)P(C1=CC=CC=C1)C1=CC=CC=C1.[Fe+2] (1,1'-bis(diphenylphosphino)ferrocene) chloride